ClC1=C(C=CC=C1)CC(=O)NC1=CC(=C(C=C1)C1=NC(=CC=C1)C(F)(F)F)S(N)(=O)=O 2-(2-Chlorophenyl)-N-{3-sulfamoyl-4-[6-(trifluoromethyl)pyridin-2-yl]phenyl}acetamide